COC1=C(C(=CC=C1)OC)N1C(=NN=C1C=1C=NC=C(C1)C)NS(=O)(=O)C(C(C1=NC=C(C=N1)C)O)C N-(4-(2,6-dimethoxyphenyl)-5-(5-methyl-3-pyridinyl)-4H-1,2,4-triazol-3-yl)-1-hydroxy-1-(5-methyl-2-pyrimidinyl)-2-propanesulfonamide